FC(CNC(=O)C1=CN=C2N1C=C(C=C2)C2=CNC1=NC=C(C=C12)C=1CCN(CC1)C)F N-(2,2-difluoroethyl)-6-(5-(1-methyl-1,2,3,6-tetrahydropyridin-4-yl)-1H-pyrrolo[2,3-b]pyridin-3-yl)imidazo[1,2-a]pyridine-3-carboxamide